16-bromo-14-fluoro-9-oxa-2,12,18-triazatetracyclo[8.8.0.02,7.012,17]octadeca-1(10),13,15,17-tetraen-11-one BrC1=CC(=CN2C(C=3OCC4CCCCN4C3N=C12)=O)F